FC=1C(=CC=C2N=C(C=NC12)C)CO 8-fluoro-7-(hydroxymethyl)-3-methylquinoxaline